4-(4-(trifluoromethyl)benzoyl)pyrrolidin-2-one methoxyethoxyethoxyethyl-α-methallyloxymethylacrylate COCCOCCOCCOC(C(=C)COCC(C)=C)=O.FC(C1=CC=C(C(=O)C2CC(NC2)=O)C=C1)(F)F